O1CC(CC1)CC#N (Tetrahydro-furan-3-yl)-acetonitrile